CC1=CC=CC=2N(CCCCC21)C([C@H]2NCCC2)=O (S)-6-methyl-1-prolyl-2,3,4,5-tetrahydro-1H-benzo[b]azepine